C(C)OC(=O)C1=CC=2N=CN=C(C2N1C)NC1=C(C=C(C=C1)F)OC(C)C 4-{[4-fluoro-2-(prop-2-yloxy)phenyl]amino}-5-methyl-5H-pyrrolo[3,2-d]pyrimidine-6-carboxylic acid ethyl ester